6-chloro-3-(1H-imidazol-1-yl)-5-methoxy-1-methyl-1H-pyrrolo[3,2-b]pyridin ClC=1C=C2C(=NC1OC)C(=CN2C)N2C=NC=C2